3-Amino-6-furan-2-yl-5-trifluoromethyl-pyrazine-2-carboxylic acid [2-(2-methoxy-phenyl)-ethyl]-amide COC1=C(C=CC=C1)CCNC(=O)C1=NC(=C(N=C1N)C(F)(F)F)C=1OC=CC1